benzyl (2r,5s)-7-benzyl-2-(tert-butyl)-4-oxo-3-oxa-1,7-diazaspiro[4.4]nonane-1-carboxylate C(C1=CC=CC=C1)N1C[C@]2(C(O[C@@H](N2C(=O)OCC2=CC=CC=C2)C(C)(C)C)=O)CC1